N-(2-Cyclohexyl-1,5-dimethyl-3-oxo-2,3-dihydro-1H-pyrazol-4-yl)-4-methyl-5-((2S,5R)-5-methyltetrahydro-2H-pyran-2-yl)isoxazole-3-carboxamide C1(CCCCC1)N1N(C(=C(C1=O)NC(=O)C1=NOC(=C1C)[C@H]1OC[C@@H](CC1)C)C)C